N-methyl-1-phenylethanamine CNC(C)C1=CC=CC=C1